N-(2,6-diisopropylphenyl)-2-[3-(o-tolylamino)-2,3-dihydro-1H-inden-4-yl]Quinoline C(C)(C)C1=C(C(=CC=C1)C(C)C)N1C(C=CC2=CC=CC=C12)C1=C2C(CCC2=CC=C1)NC1=C(C=CC=C1)C